(R)-tert-butyl 3-(6-fluoro-2-(hydroxymethyl)-3-iodo-4-carbonylquinolin-1(4H)-yl)pyrrolidine-1-carboxylate FC=1C=C2C(C(=C(N(C2=CC1)[C@H]1CN(CC1)C(=O)OC(C)(C)C)CO)I)=C=O